5-(4-((S)-4-(6-((5-bromo-1-methyl-2-oxo-1,2-dihydropyridin-3-yl)amino)pyridin-3-yl)-3-methylpiperazin-1-yl)piperidin-1-yl)-2-(2,6-dioxopiperidin-3-yl)isoindoline-1,3-dione BrC=1C=C(C(N(C1)C)=O)NC1=CC=C(C=N1)N1[C@H](CN(CC1)C1CCN(CC1)C=1C=C2C(N(C(C2=CC1)=O)C1C(NC(CC1)=O)=O)=O)C